C(C)(C)(C)OC(N[C@H]1CNC[C@@H]1OC([2H])([2H])[2H])=O ((3S,4S)-4-(methoxy-d3)pyrrolidin-3-yl)carbamic acid tert-butyl ester